3-((2-(6,7-dichloro-1-methyl-2,3,4,5-tetrahydro-1H-pyrido[4,3-b]indole-2-carbonyl)pyrimidin-4-yl)oxy)propanenitrile ClC1=C(C=CC=2C3=C(NC12)CCN(C3C)C(=O)C3=NC=CC(=N3)OCCC#N)Cl